5-chloro-2-(methylsulfanyl)-7-oxo-8-phenylpyrido[2,3-d]pyrimidine-6-carbonitrile ClC1=C(C(N(C=2N=C(N=CC21)SC)C2=CC=CC=C2)=O)C#N